2,3,6-trimethoxyphenanthrene-9-carboxamide COC1=CC=2C=C(C3=CC=C(C=C3C2C=C1OC)OC)C(=O)N